C(C)(C)(C)N1N=C(C(=C1C)CNC(CN1C(NC(C=2NC=NC12)=O)=S)C)C 3-(2-{[(1-tert-Butyl-3,5-dimethyl-1H-pyrazol-4-yl)methyl]amino}propyl)-2-thioxo-1,2,3,7-tetrahydro-6H-purin-6-one